S1C=CC=2C1=C1C=CNC1=CC2 6H-thieno[2,3-e]indole